ClC1=C(C2=CC=CC=C2C=C1)C(=O)P(C1=C(C=CC(=C1)C)C)(C(=O)C1=C(C=CC2=CC=CC=C12)Cl)=O bis-(2-chloro-1-naphthoyl)-2,5-dimethylphenylphosphine oxide